N-(2-(4-(tert-Butyl)phenyl)-4-(trifluoromethyl)quinolin-7-yl)acrylamide C(C)(C)(C)C1=CC=C(C=C1)C1=NC2=CC(=CC=C2C(=C1)C(F)(F)F)NC(C=C)=O